N1CC(CC1)C(=O)N1CCN(CC1)C1=NC=C(C=N1)C(F)(F)F pyrrolidin-3-yl-[4-[5-(trifluoromethyl)pyrimidin-2-yl]piperazin-1-yl]methanone